octanesulfonic acid disodium salt [Na+].[Na+].C(CCCCCCC)S(=O)(=O)[O-].C(CCCCCCC)S(=O)(=O)[O-]